C12(CC3CC(CC(C1)C3)C2)N(CCCCCCCNC=2C=3C1=C(C(N(C1=CC2)C2C(NC(CC2)=O)=O)=O)C=CC3)C 3-(6-((7-((adamantan-1-yl)(methyl)amino)heptyl)amino)-2-oxobenzo[cd]indol-1(2H)-yl)piperidine-2,6-dione